6-methoxy-7-(piperidin-1-yl)-l-1-phenyl-13,13-dipropyl-3-phenyl-3-(2-(2-(2-((tetrahydro-2H-pyran-2-yl)oxy)ethoxy)ethoxy)ethoxy)phenyl-3H,13H-indeno[2',3':3,4]naphtho[1,2-b]pyran COC1=CCC(CC1(C1=CC=CC=C1)C=1C2=C(OCC1)C=1C=CC(=CC1C1=C2C(C2=CC=CC=C21)(CCC)CCC)N2CCCCC2)(OCCOCCOCCOC2OCCCC2)C2=CC=CC=C2